(S)-(4-(6-bromobenzo[d]oxazol-2-yl)-6,7-dihydro-1H-imidazo[4,5-c]pyridin-5(4H)-yl)(4-(trifluoromethyl)oxazol-5-yl)methanone BrC1=CC2=C(N=C(O2)[C@H]2N(CCC3=C2N=CN3)C(=O)C3=C(N=CO3)C(F)(F)F)C=C1